2-(4-fluorophenyl)-5,5-dimethyl-1,3,2-dioxaborinane FC1=CC=C(C=C1)B1OCC(CO1)(C)C